FC(CN1C(=NC2=C1C=C(C=C2)C=2C(=CN1N=C(N=C(C12)OC([2H])([2H])[2H])NC1CCN(CC1)C1COC1)F)C)F 5-(1-(2,2-difluoroethyl)-2-methyl-1H-benzo[d]imidazol-6-yl)-6-fluoro-4-(methoxy-d3)-N-(1-(oxetan-3-yl)piperidin-4-yl)pyrrolo[2,1-f][1,2,4]triazin-2-amine